(R)-N-(1-(3-amino-5-(trifluoromethyl)phenyl)ethyl)-6-(2-cyclopropoxy)-7-methoxy-2-methyl-quinazolin-4-amine NC=1C=C(C=C(C1)C(F)(F)F)[C@@H](C)NC1=NC(=NC2=CC(=C(C=C12)OC1CC1)OC)C